[Ag+].[O-]P([O-])(=O)OP(=O)([O-])O.[Mg+2] magnesium pyrophosphate silver